FC(C1=NNC=C1C1=NC2=C(C=C3C(=C2C=2CCCCC12)C=NN3)C(CN)N)(F)F (7-(3-(trifluoromethyl)-1H-pyrazol-4-yl)-8,9,10,11-tetrahydro-3H-pyrazolo[4,3-a]phenanthridin-5-yl)ethane-1,2-diamine